C12(CC3CC(CC(C1)C3)C2)NCCCCCCC#CC2=C3C(N(C(=NC3=CC=C2)C(F)(F)F)C2C(NC(CC2)=O)=O)=O 3-(5-(8-(((1s,3s)-adamantan-1-yl)amino)oct-1-yn-1-yl)-4-oxo-2-(trifluoromethyl)quinazolin-3(4H)-yl)piperidine-2,6-dione